N-(1-adamantyl)-1-(4-fluorobutyl)indazole-3-carboxamide C12(CC3CC(CC(C1)C3)C2)NC(=O)C2=NN(C3=CC=CC=C23)CCCCF